7-(6-methyl-1H-indazol-4-yl)pyrido[4,3-d]pyrimidine CC1=CC(=C2C=NNC2=C1)C1=CC=2N=CN=CC2C=N1